2-bromopropane-1,1,1,2,3,3,3-d7 BrC(C([2H])([2H])[2H])(C([2H])([2H])[2H])[2H]